Glyceryl tri(12-hydroxystearate) CCCCCCC(CCCCCCCCCCC(=O)OCC(COC(=O)CCCCCCCCCCC(CCCCCC)O)OC(=O)CCCCCCCCCCC(CCCCCC)O)O